N-[(1R,4R)-2-methyl-2-azabicyclo[2.2.1]heptan-6-yl]-2-(8-isopropyl-5-oxothieno[3',2':4,5]pyrrolo[1,2-d][1,2,4]triazin-6(5H)-yl)acetamide CN1[C@H]2C(C[C@@H](C1)C2)NC(CN2N=C(N1C(C2=O)=CC2=C1SC=C2)C(C)C)=O